2-(6-(3-(cyclopropylamino)pyrrolidin-1-yl)pyridazin-3-yl)-5-(1H-pyrazol-4-yl)phenol C1(CC1)NC1CN(CC1)C1=CC=C(N=N1)C1=C(C=C(C=C1)C=1C=NNC1)O